ClC=1C=CC(=NC1)C(C(C)N1N=C(C=C1)C(F)(F)F)=NN 1-(5-chloro-2-pyridinyl)-2-[3-(trifluoromethyl)-1H-pyrazol-1-yl]-1-propanone hydrazone